OC=1C=C(C[NH-])C=CC1 3-hydroxybenzylamide